2-methoxy-4-(5-hydroxy-3-oxohexyl)phenolate COC1=C(C=CC(=C1)CCC(CC(C)O)=O)[O-]